(2S,6R)-4-(7-methoxy-1,9-dimethyl-9H-pyrido[3,4-b]indol-6-yl)-2,6-dimethyl-morpholine COC1=C(C=C2C3=C(N(C2=C1)C)C(=NC=C3)C)N3C[C@@H](O[C@@H](C3)C)C